CC=1C=C(C=CC1)CNCC[C@]1(CCOC2(CCCC2)C1)C1=CC=C(C=C1)OC(F)(F)F [(3-methylphenyl)methyl]({2-[(9R)-9-[4-(trifluoromethoxy)phenyl]-6-oxaspiro[4.5]decan-9-yl]ethyl})amine